6-(benzyloxy)-7-methoxy-1-{(E)-2-[2-methyl-4-(6-methylpyridazin-4-yl)phenyl]ethenyl}-1,2,3,4-tetrahydroisoquinoline C(C1=CC=CC=C1)OC=1C=C2CCNC(C2=CC1OC)\C=C\C1=C(C=C(C=C1)C1=CN=NC(=C1)C)C